methyl (2-(3-(1-(3-(2-(2-(2-aminoethoxy)ethoxy)ethoxy)propanoyl)piperidin-4-yl)-4-(5-methyl-6-morpholinopyridin-3-yl)-1H-indazol-1-yl)acetyl)glycylglycinate NCCOCCOCCOCCC(=O)N1CCC(CC1)C1=NN(C2=CC=CC(=C12)C=1C=NC(=C(C1)C)N1CCOCC1)CC(=O)NCC(=O)NCC(=O)OC